CC(C(O)(C1=CC=CC=C1)C)CC Dimethyl-Phenylbutanol